NC[C@@H]1CN(CC1)C(=O)O (R)-3-(aminomethyl)pyrrolidine-1-carboxylic acid